3-[3-(4-Fluoro-benzyl)-3H-imidazo[4,5-c]pyridin-2-yl]-N-(1-methyl-1-phenyl-ethyl)-propionamide FC1=CC=C(CN2C(=NC3=C2C=NC=C3)CCC(=O)NC(C)(C3=CC=CC=C3)C)C=C1